C1(CC1)CN1C(=CC2=CC=CC(=C12)C#C)C1=NC2=C(N1C)C(=CC(=C2)C(=O)N2C1CCC(C2)C1NC(OC(C)(C)C)=O)OC tert-butyl (2-(2-(1-(cyclopropylmethyl)-7-ethynyl-1H-indol-2-yl)-7-methoxy-1-methyl-1H-benzo[d]imidazole-5-carbonyl)-2-azabicyclo[2.2.1]heptan-7-yl)carbamate